7-((2R,4S)-2-(1-cyclopropyl-1H-pyrazol-4-yl)tetrahydro-2H-pyran-4-yl)-5-(2-fluoro-4-(trifluoromethyl)phenyl)-2,3-dimethyl-2,6-naphthyridin-1(2H)-one C1(CC1)N1N=CC(=C1)[C@@H]1OCC[C@@H](C1)C1=NC(=C2C=C(N(C(C2=C1)=O)C)C)C1=C(C=C(C=C1)C(F)(F)F)F